4-amino-3-hydroxy-1-((1R,5S)-3-(7-(3-hydroxynaphthalen-1-yl)-2-((tetrahydro-1H-pyrrolizin-7a(5H)-yl)methoxy)quinazolin-4-yl)-3,8-diazabicyclo[3.2.1]octan-8-yl)butan-1-one NCC(CC(=O)N1[C@H]2CN(C[C@@H]1CC2)C2=NC(=NC1=CC(=CC=C21)C2=CC(=CC1=CC=CC=C21)O)OCC21CCCN1CCC2)O